Cl.N=1C=NC2=NC(N3C(C12)=NC=C3)=O imidazo[2,1-i]purin-5-one hydrochloride